methyl 6-[(tert-butoxycarbonyl) (2-chloro-5-fluorophenyl) amino]-5-nitropyridine-3-carboxylate C(C)(C)(C)OC(=O)N(C1=C(C=C(C=N1)C(=O)OC)[N+](=O)[O-])C1=C(C=CC(=C1)F)Cl